(+/-)-6-{[(trans,trans)-2-(fluoromethyl)-4-(4-methoxyphenyl)piperidin-3-yl]methoxy}-2,3-dihydro-1H-isoindol-1-one FCC1NCCC(C1COC1=CC=C2CNC(C2=C1)=O)C1=CC=C(C=C1)OC